trimethyl-(prop-1-yne-1-yl)silane C[Si](C#CC)(C)C